ClC=1C(=CC=2N(N1)C=C(N2)[C@H](C2CCC(CC2)(F)F)NC(OC(C)(C)C)=O)[C@@H](C)N2C(NCC(C2)(F)F)=O tert-Butyl ((S)-(6-chloro-7-((R)-1-(5,5-difluoro-2-oxotetrahydropyrimidin-1(2H)-yl)ethyl)imidazo[1,2-b]pyridazin-2-yl)(4,4-difluorocyclohexyl)methyl)carbamate